(S)-3-(5-hydroxy-1H-indol-3-yl)-2-(2-(5-hydroxy-1H-indol-3-yl)acetylamino)propionic acid OC=1C=C2C(=CNC2=CC1)C[C@@H](C(=O)O)NC(CC1=CNC2=CC=C(C=C12)O)=O